FC1=CC=C(C=C1)[C@@H]1CN(CC1)C(=O)C1=CC=C(C=C1)OCC(CC=1N=CSC1)O ((R)-3-(4-Fluorophenyl)pyrrolidin-1-yl)(4-(2-hydroxy-3-(thiazol-4-yl)propoxy)phenyl)methanon